1-(3-Chlorophenyl)-N-[(1S)-2,3-dihydro-1H-inden-1-yl]-4-(propan-2-yl)-1H-benzotriazole-5-carboxamide ClC=1C=C(C=CC1)N1N=NC2=C1C=CC(=C2C(C)C)C(=O)N[C@H]2CCC1=CC=CC=C21